Methyl-(R)-3-oxo-2-phenyl-2,3-dihydro-1H-benzol C[C@H]1C(C(CC=C1)=O)C1=CC=CC=C1